C1(CC1)CS(=O)CC1CC1 (cyclopropylmethyl)sulfoxide